NC(C)C=1C=CC(=C2C(N(C(=NC12)N1CCOCC1)C)=O)Cl 8-(1-aminoethyl)-5-chloro-3-methyl-2-morpholinoquinazolin-4(3H)-one